6-methyl-1,3-dihydro-2H-pyrrolo[3,4-c]pyridine-2-carboxamide CC1=CC2=C(C=N1)CN(C2)C(=O)N